(R)-N-(1,1-dioxido-2,3-dihydrothiophen-3-yl)-2-oxo-6-phenyl-2H-pyran-3-carboxamide O=S1(C[C@@H](C=C1)NC(=O)C=1C(OC(=CC1)C1=CC=CC=C1)=O)=O